ClC=1C=CC(=C(C1)N1C(N([C@H](C1)C#N)C1=CN=CC2=CC=CC=C12)=O)OC |r| Racemic-1-(5-chloro-2-methoxyphenyl)-3-(isoquinolin-4-yl)-2-oxoimidazolidine-4-carbonitrile